C[Si](CCOCN1N=CC(=C1)C1=CC2=C(C(OC=3C(CCCC23)=O)=O)S1)(C)C 2-(1-((2-(trimethylsilyl)ethoxy)methyl)-1H-pyrazol-4-yl)-8,9-dihydro-4H-thieno[2,3-c]Chromene-4,6(7H)-dione